ClC1=C(C=CC=C1OC)C=1C(=C(NC1)C(=O)OC)C1=CC=CC=C1 Methyl 4-(2-chloro-3-methoxyphenyl)-3-phenyl-1H-pyrrole-2-carboxylate